[Cl-].[NH4+].[NH4+].[Cl-] di-ammonium chloride